FC1=C(C=CC(=C1)C(F)(F)F)C1=NC=C(C=C1)C(F)(F)F 2-(2-fluoro-4-trifluoromethylphenyl)-5-trifluoromethylpyridine